O=C1N(C=NC=2CC[C@@H]([C@@H](C12)CC=1C(=C(C=CC1)C1=C(C(=CC=C1)F)F)F)NS(=O)(=O)C)C(C)C |o1:8,9| rel-N-{(5R,6S)-4-oxo-3-(propan-2-yl)-5-[(2,2',3'-trifluoro[1,1'-biphenyl]-3-yl)methyl]-3,4,5,6,7,8-hexahydroquinazolin-6-yl}methanesulfonamide